C1(CCCCC1)CC=1NC(=NN1)C(=O)N 5-(cyclohexylmethyl)-4H-1,2,4-triazole-3-carboxamide